[2-[[6-[(1R)-1-hydroxyethyl]-8-piperidin-1-ylpyrido[3,4-d]pyrimidin-2-yl]amino]-7,8-dihydro-5H-1,6-naphthyridin-6-yl]-morpholin-2-yl-methanone O[C@H](C)C1=CC2=C(N=C(N=C2)NC2=NC=3CCN(CC3C=C2)C(=O)C2CNCCO2)C(=N1)N1CCCCC1